NC1=C(C=C(C=N1)C=1N=C(N(C1)C12CC(C1)(C2)N2CCN(CC2)CCC)C(C(C)C)O)OC(F)(F)F 1-(4-(6-amino-5-(tri-fluoromethoxy)pyridin-3-yl)-1-(3-(4-propyl-piperazin-1-yl)bicyclo-[1.1.1]pentan-1-yl)-1H-imidazol-2-yl)-2-methylpropan-1-ol